3-Isopropylcinnamoylguanidin hydrochlorid Cl.C(C)(C)C=1C=C(C=CC(=O)NC(=N)N)C=CC1